(3S,4R,5R,6S)-1-(6-{[2-(3,5-difluorophenyl)-1,3-oxazol-4-yl]methoxy}-5-fluorohexyl)-3,4,5,6-azepanetetrol FC=1C=C(C=C(C1)F)C=1OC=C(N1)COCC(CCCCN1C[C@@H]([C@H]([C@@H]([C@H](C1)O)O)O)O)F